(2S)-3-(5-bromo-2-chlorophenyl)-2-(9H-fluoren-9-ylmethoxycarbonylamino)propanoic acid BrC=1C=CC(=C(C1)C[C@@H](C(=O)O)NC(=O)OCC1C2=CC=CC=C2C=2C=CC=CC12)Cl